N1C=CC2=CC=C(C=C12)CC#CC=1C(N(C(=NC1)N1CCC2(CC1)[C@@H](C1=CC=CC=C1C2)N)C)=O (S)-5-(3-(1H-indol-6-yl)prop-1-yn-1-yl)-2-(1-amino-1,3-dihydrospiro[indene-2,4'-piperidin]-1'-yl)-3-methylpyrimidin-4(3H)-one